C(CCCCCCCCCCCCC)(=O)OC\C=C\CC\C=C/CC (2E,6Z)-nona-2,6-dien-1-yl tetradecanoate